1-[1-[7-(2-amino-1,3-benzothiazol-4-yl)-6-chloro-8-fluoro-4-piperazin-1-yl-quinazolin-2-yl]azetidin-3-yl]pyrazole-3-carboxylic acid ethyl ester C(C)OC(=O)C1=NN(C=C1)C1CN(C1)C1=NC2=C(C(=C(C=C2C(=N1)N1CCNCC1)Cl)C1=CC=CC2=C1N=C(S2)N)F